2-(4-(2-acetyl-5-chlorophenyl)-3-methoxy-6-oxopyridazin-1(6H)-yl)-3-(m-tolyl)propionic acid C(C)(=O)C1=C(C=C(C=C1)Cl)C=1C(=NN(C(C1)=O)C(C(=O)O)CC=1C=C(C=CC1)C)OC